C1(=C(C=CC=C1)C1=NC(=NC(=N1)C1=C(C=CC=C1)C1=CC=CC=C1)C1=CC(=CC=C1)B1OC(C(O1)(C)C)(C)C)C1=CC=CC=C1 2,4-di([1,1'-biphenyl]-2-yl)-6-(3-(4,4,5,5-tetramethyl-1,3,2-dioxaborolan-2-yl)phenyl)-1,3,5-triazine